2-[4-[3-[1-(5-chloropyrimidin-2-yl)-4-piperidyl]propoxy]-2,6-difluoro-phenyl]-1-[(3S)-3-[[[2,3-dihydroxy-2-(hydroxymethyl)propyl]amino]methyl]pyrrolidin-1-yl]ethanone ClC=1C=NC(=NC1)N1CCC(CC1)CCCOC1=CC(=C(C(=C1)F)CC(=O)N1C[C@@H](CC1)CNCC(CO)(CO)O)F